acryloxyicosyltriiodosilane C(C=C)(=O)OCCCCCCCCCCCCCCCCCCCC[Si](I)(I)I